C(C)(C)(C)C1=CC=2C(=CN=CC2)N1C(=O)O.C(CCCCC)N[C@H](C(=O)O)CCC(=O)N[C@@H](CS)C(=O)NCC(=O)O hexyl-glutathione tert-butyl-pyrrolo[2,3-c]pyridine-1-carboxylate